C(C)(=O)NC1=C(OCCC(=O)O)C=C(C=C1)N 3-(2-acetamido-5-aminophenoxy)propanoic acid